C(C)(C)(C)OC(=O)N1[C@@H](CN([C@H](C1)C)C=1C2=C(N=CN1)N(C(=C2C(F)(F)F)C)C2=NC=CC(=C2)C#N)C (2r,5s)-4-(7-(4-cyanopyridin-2-yl)-6-methyl-5-(trifluoromethyl)-7H-pyrrolo[2,3-d]pyrimidin-4-yl)-2,5-dimethylpiperazine-1-carboxylic acid tert-butyl ester